tert-Butyl ((7-acetyl-1,3-dihydroisobenzofuran-1-yl)methyl)carbamate C(C)(=O)C=1C=CC=C2COC(C12)CNC(OC(C)(C)C)=O